1-(pyrazin-2-yl)-1H-pyrazol-3-ol N1=C(C=NC=C1)N1N=C(C=C1)O